methyl (2R)-3-(3-aminophenyl)-2-{[(1,2,3,5,6,7-hexahydro-s-indacen-4-yl)carbamoyl]amino}propanoate NC=1C=C(C=CC1)C[C@H](C(=O)OC)NC(NC1=C2CCCC2=CC=2CCCC12)=O